FC1(OC=2C(=CC=3C(=CC(=NC3C2)C2=CC=C(C=C2)OC)NCCCN(C)C)O1)F N1-(2,2-difluoro-6-(4-methoxyphenyl)-[1,3]dioxolo[4,5-g]quinolin-8-yl)-N3,N3-dimethylpropane-1,3-diamine